C(C(=O)C)(=S)O thiopyruvic acid